CC/C=C/C(=O)O Pentenoic acid